FC(C1=C(C=CC=C1)P(N(P(C1=CC=C(C=C1)[Si](CCCC)(CCCC)CCCC)C1=CC=C(C=C1)[Si](CCCC)(CCCC)CCCC)C1CCCCC1)C1=C(C=CC=C1)C(F)(F)F)(F)F N-(bis(2-(trifluoromethyl)phenyl)phosphaneyl)-N-cyclohexyl-1,1-bis(4-(tributylsilyl)phenyl)phosphanamine